4-(benzyloxy)-6-(1-methyl-1H-pyrazole-4-yl)pyrazolo[1,5-a]pyrazine-3-carbonitrile C(C1=CC=CC=C1)OC=1C=2N(C=C(N1)C=1C=NN(C1)C)N=CC2C#N